3-cyclopropyl-4-(difluoromethyl)-1-((tetrahydro-2H-pyran-4-yl)methyl)-1H-pyrazole-5-carboxylic acid C1(CC1)C1=NN(C(=C1C(F)F)C(=O)O)CC1CCOCC1